F[C@]1(C[C@H](NC1=O)COC1=C(C(=CC2=CC=CC=C12)OC)C(=O)N)CC(F)(F)F [(2S,4R)-4-fluoro-5-oxo-4-(2,2,2-trifluoroethyl)pyrrolidin-2-yl]methoxyl-3-methoxynaphthalene-2-carboxamide